CCNCCNCCCCCCCCCCCCCCC(=O)[O-] 3,6-diazahenicosan-21-oate